C(C)N(S(=O)(=O)NC=1C(=C(C(=O)C2=CNC3=NC=C(C=C32)C=3C=NC(=NC3)N3CCC(CC3)CC(=O)OC(C)(C)C)C(=CC1)F)F)C tert-butyl 2-[1-[5-[3-[3-[[ethyl(methyl) sulfamoyl] amino]-2,6-difluoro-benzoyl]-1H-pyrrolo[2,3-b]pyridin-5-yl]pyrimidin-2-yl]-4-piperidyl]acetate